N-(2-(4-cyclopropyl-piperazine-1-yl)-4-methoxy-5-((6-((S)-3-(4-(trifluoromethyl)benzyl)isoxazolidine-2-yl)pyrimidine-4-yl)amino)-phenyl)acrylamide C1(CC1)N1CCN(CC1)C1=C(C=C(C(=C1)OC)NC1=NC=NC(=C1)N1OCC[C@@H]1CC1=CC=C(C=C1)C(F)(F)F)NC(C=C)=O